2-(6-(hydroxymethyl)-7-methoxy-2,2-dimethyl-2H-chromen-5-yloxy)-1-(2-(benzyloxy)-4-ethoxyphenyl)ethanone OCC=1C(=C2C=CC(OC2=CC1OC)(C)C)OCC(=O)C1=C(C=C(C=C1)OCC)OCC1=CC=CC=C1